8-methyl-6-(4-methyl-3-((1-methylpiperidin-4-yl)oxy)-1H-indazol-6-yl)-[1,2,4]triazolo[1,5-a]pyridine CC=1C=2N(C=C(C1)C1=CC(=C3C(=NNC3=C1)OC1CCN(CC1)C)C)N=CN2